C(C)(C)(C)C1=CC=C(C=C2CNCC(C2=O)=CC2=CC(=C(C(=C2)OC)OC)OC)C=C1 3-(4-tert-butylbenzylidene)-5-(3,4,5-trimethoxybenzylidene)-4-piperidone